Sodium tert-butylate CC(C)(C)[O-].[Na+]